C(#N)C1(CC1)NS(=O)(=O)C=1C=C(C=2N(C1)C(=NC2)C=2OC(=NN2)C(F)F)N2C[C@@H](OC[C@@H]2C)COC(F)F N-(1-cyanocyclopropyl)-8-((2R,5S)-2-((difluoromethoxy)methyl)-5-methylmorpholino)-3-(5-(difluoromethyl)-1,3,4-oxadiazol-2-yl)imidazo[1,5-a]pyridine-6-sulfonamide